C(C)(C)(C)OC(=O)N1CCC(CC1)O[C@@H]1C[C@H](N(C1)C)COC=1C=C(C(C(=O)OC)=CC1)C(=O)OC dimethyl 4-(((2S,4R)-4-((1-(tert-butoxycarbonyl)piperidin-4-yl)oxy)-1-methylpyrrolidin-2-yl)methoxy)phthalate